2-(2,4-difluorophenyl)-2-(1-(4-(hydroxymethyl)piperidine-1-carbonyl)piperidin-4-ylidene)acetonitrile FC1=C(C=CC(=C1)F)C(C#N)=C1CCN(CC1)C(=O)N1CCC(CC1)CO